C(C)(C)C1=CC=2CC3=CC=CC=C3SC2C=C1 2-isopropyl-9H-thioxanthen